COC1=CC=C(C=C1)COC1=NOC(=C1)CCS(=O)(=O)O.C(=O)(O)C(OC1C(C(C(CC1)=O)=CC1=CC=CC=C1)=CC1=CC=CC=C1)C(=O)O dicarboxylmethoxydibenzylidenecyclohexanone [3-[(4-methoxyphenyl)methoxy]isoxazol-5-yl]methyl-Methanesulfonate